tert-butylimino-tri(dimethylamino)phosphorane C(C)(C)(C)N=P(N(C)C)(N(C)C)N(C)C